N[C@H](C(=O)O)CC1=CC2=CC=CC=C2C=C1 (S)-2-amino-3-(naphthalene-2-yl)propionic acid